trans-5-(2-(4-Chloro-3-methoxy-2-methylphenyl)cyclopropyl)-2,2'-bipyrimidine ClC1=C(C(=C(C=C1)[C@H]1[C@@H](C1)C=1C=NC(=NC1)C1=NC=CC=N1)C)OC